COC(=O)C1=CC2=C(N(C(=N2)NC=2SC3=C(N2)C=C(C(=C3)F)F)C)C=C1 2-(5,6-Difluoro-benzothiazol-2-ylamino)-1-methyl-1H-benzoimidazole-5-carboxylic acid methyl ester